FC(C(C(F)(F)F)C(F)(F)F)(OC)F 2,2-difluoro-2-methoxy-1,1-bis(trifluoromethyl)ethane